1-(4-amino-1,2,5-oxadiazol-3-yl)-5-(1H-benzimidazol-2-ylsulfanylmethyl)-N-[1-(5-nitrofuran-2-yl)ethylideneamino]-triazole-4-carboxamide NC=1C(=NON1)N1N=NC(=C1CSC1=NC2=C(N1)C=CC=C2)C(=O)NN=C(C)C=2OC(=CC2)[N+](=O)[O-]